C1(=CC=CC=C1)C1=NOC=C1B1OC(C(O1)(C)C)(C)C 3-phenyl-4-(4,4,5,5-tetramethyl-1,3,2-dioxaborolan-2-yl)isoxazole